[Si](C)(C)(C(C)(C)C)OC[C@H](CO)C (S)-3-((tert-butyldimethylsilyl)oxy)-2-methylpropan-1-ol